C1(CC1)C1=C(C(=C2C(=N1)CCC2)NC(=O)N=S(=O)(N)C=2SC=C(C2)C(C)(C)O)CC N'-((2-cyclopropyl-3-ethyl-6,7-dihydro-5H-cyclopenta[b]pyridin-4-yl)carbamoyl)-4-(2-hydroxypropan-2-yl)thiophene-2-sulfonimidamide